CC=1N=C2N(N=C(C=C2)C2=CNC=3N=C(N=CC32)N)C1 5-(2-methylimidazo[1,2-b]pyridazin-6-yl)-7H-pyrrolo[2,3-d]pyrimidin-2-amine